The molecule is an inositol phosphodihydroceramide(1-) in which the N-acyl group is specified as myristoyl; major species at pH 7.3. It derives from a N-tetradecanoylsphinganine. CCCCCCCCCCCCCCC[C@H]([C@H](COP(=O)([O-])OC1[C@@H]([C@H](C([C@H]([C@H]1O)O)O)O)O)NC(=O)CCCCCCCCCCCCC)O